2-(7-bromo-1-methyl-benzimidazol-2-yl)ethanol BrC1=CC=CC2=C1N(C(=N2)CCO)C